chloromethyl (methyl-d3) carbonate C(OCCl)(OC([2H])([2H])[2H])=O